ClC1=C(C#N)C=C(C(=C1Cl)Cl)Cl 2,3,4,5-tetrachloro-benzonitrile